indenyl-zirconocene C1(C=CC2=CC=CC=C12)[C-]1C=CC=C1.[CH-]1C=CC=C1.[Zr+2]